C(C)OC(=O)C=1C=NN2C1N=C(C=C2NC)NC2=C(C=CC=C2)OC 5-(2-Methoxyanilino)-7-(methylamino)pyrazolo[1,5-a]pyrimidine-3-carboxylic acid ethyl ester